C(C)C1=CC(CC(C1)(C)C)O 3-ethyl-5,5-dimethylcyclohex-2-en-1-ol